(E)-7-(3-(1H-imidazol-1-yl)prop-1-en-1-yl)-1-(cyclopropylmethyl)-1H-indole-2-carbaldehyde N1(C=NC=C1)C/C=C/C=1C=CC=C2C=C(N(C12)CC1CC1)C=O